CON=C(C)C1=C(C=CC(=C1)C(F)(F)F)F 1-(2-fluoro-5-(trifluoromethyl)phenyl)ethan-1-one-O-methyl oxime